CC1(CS(CC1)(=O)=O)N1N=CC2=C1CC(CO2)C(=O)N (3-methyl-1,1-dioxidotetrahydrothiophen-3-yl)-1,5,6,7-tetrahydropyrano[3,2-c]pyrazole-6-carboxamide